2-(2',3'-difluoro-4'-propoxy-[1,1'-biphenyl]-4-yl)-5-ethyltetrahydro-2H-pyran FC1=C(C=CC(=C1F)OCCC)C1=CC=C(C=C1)C1OCC(CC1)CC